6-(1-isopropyl-1H-pyrazol-4-yl)-1H-indole-3-carboxylic acid methyl ester COC(=O)C1=CNC2=CC(=CC=C12)C=1C=NN(C1)C(C)C